[Mo].C(C)C1=CC=CC=C1.C(C)C1=CC=CC=C1 di(ethylbenzene) molybdenum